(((R)-12-((S)-9-fluoro-6,11-dihydrodibenzo[b,e]selenepin-11-yl)-6,8-dioxo-3,4,6,8,12,12a-hexahydro-1H-[1,4]oxazino[3,4-c]pyrido[2,1-f][1,2,4]triazin-7-yl)oxy)methyl methyl carbonate C(OCOC=1C(C=CN2N([C@H]3N(C(C21)=O)CCOC3)[C@@H]3C2=C([Se]CC1=C3C=C(C=C1)F)C=CC=C2)=O)(OC)=O